FC1=C(C#N)C=CC=C1C(CC)O 2-Fluoro-3-(1-hydroxypropyl)benzonitrile